N1(CCCCCC1)CC1=CC=C(CCC=2C=C3C(N(C(=NC3=CC2)C)C2C(NC(CC2)=O)=O)=O)C=C1 3-(6-(4-(azepan-1-ylmethyl)phenethyl)-2-methyl-4-oxoquinazolin-3(4H)-yl)piperidine-2,6-dione